N1(C=NC=C1)C1=CC=C2C(=CNC2=C1)C1=NC(=NC=C1C(F)(F)F)N[C@@H]1CN(CCC1)C(=O)OC(C)(C)C tert-butyl (3S)-3-[[4-(6-imidazol-1-yl-1H-indol-3-yl)-5-(trifluoromethyl)pyrimidin-2-yl]amino]piperidine-1-carboxylate